CC(C)(C1=C(C(=C(C=C1)Br)O)Br)C2=C(C(=C(C=C2)Br)O)Br isopropylidenebis(2,6-dibromophenol)